O=C1NC(CCC1N1C(C2=CC=CC(=C2C1)SCCCCCC(=O)N1CCN(CC1)C1=CC=C(N=N1)C(=O)N1CCC(CC1)CCCCNC(\C=C\C=1C=NC=CC1)=O)=O)=O (E)-N-(4-(1-(6-(4-(6-((2-(2,6-dioxopiperidin-3-yl)-1-oxoisoindoline-4-yl)thio)hexanoyl)piperazin-1-yl)pyridazin-3-carbonyl)piperidin-4-yl)butyl)-3-(pyridin-3-yl)acrylamide